oxalic acid 1-(tert-butoxycarbonyl)-3-(4-chloro-5-fluorothieno[2,3-b]pyridin-2-yl)-2-methylpiperidin-3-yl ester methyl ester COC(C(=O)OC1(C(N(CCC1)C(=O)OC(C)(C)C)C)C1=CC=2C(=NC=C(C2Cl)F)S1)=O